tributyl(2-pyrimidinyl)stannane C(CCC)[Sn](C1=NC=CC=N1)(CCCC)CCCC